BrC1=CC(=NC=C1)OC 4-bromanyl-2-methoxy-pyridine